(2S)-1-[3,5-dimethyl-4-(4,4,5,5-tetramethyl-1,3,2-dioxaborolan-2-yl)pyrazol-1-yl]propan-2-ol CC1=NN(C(=C1B1OC(C(O1)(C)C)(C)C)C)C[C@H](C)O